OC(C1C[C@H](N(C1=O)C(=O)OC(C)(C)C)C(=O)OCC1=CC=CC=C1)C1=CC=CC=C1 2-benzyl 1-(tert-butyl) (2S)-4-(hydroxy(phenyl)methyl)-5-oxopyrrolidine-1,2-dicarboxylate